6-(4-Amino-2,6-dichlorophenoxy)-2-(3-(trifluoromethoxy)benzyl)-3,4-dihydroisoquinoline NC1=CC(=C(OC=2C=C3CCN(CC3=CC2)CC2=CC(=CC=C2)OC(F)(F)F)C(=C1)Cl)Cl